O=C(C(=O)NC=1C2=C(C=NC1)C=NN2)N2C(CC[C@@H](C2)C)C=2C=CC1=C(N=C(S1)C1C(CN(CC1)C)(C)C)C2 2-oxo-N-(1H-pyrazolo[4,3-c]pyridin-7-yl)-2-[(5S)-5-methyl-2-[2-(1,3,3-trimethyl-4-piperidyl)-1,3-benzothiazol-5-yl]-1-piperidyl]acetamide